C(C)OC1=CC=C(C=C1S(=O)(=O)N1CCN(CC1)CC)C1=NNC(C=2N1C(=NC2C)CCC)=O 4-{4-ethoxy-5-[(4-ethylpiperazin-1-yl)sulfonyl]phenyl}-8-methyl-6-propyl-imidazo[1,5-d][1,2,4]triazin-1(2H)-one